CN(C1CCN(CC1)CC=1NC2=NC(=NC(=C2N1)N1CCOCC1)N1N=C(C=C1)C=1C=C(C=CC1)C)C N,N-dimethyl-1-((6-morpholino-2-(3-(m-tolyl)-1H-pyrazol-1-yl)-9H-purin-8-yl)methyl)piperidin-4-amine